CC1=C(C(=CC=C1)C(F)(F)F)C1=NC=C(C=N1)C(=O)N (2-methyl-6-(trifluoromethyl)phenyl)pyrimidine-5-carboxamide